C1OCCCC12CCN(CC2)C2=CC(=NC=N2)NC2=CC1=C(C=N2)C=NN1C1=C(C=C(C#N)C=C1F)Cl 4-(6-((6-(2-oxa-9-azaspiro[5.5]undecan-9-yl)pyrimidin-4-yl)amino)-1H-pyrazolo[4,3-c]pyridin-1-yl)-3-chloro-5-fluorobenzonitrile